2-acetamido-2-deoxy-β-D-glucopyranose C(C)(=O)N[C@H]1[C@H](O)O[C@@H]([C@H]([C@@H]1O)O)CO